OCCN1CCN(CC1)C(=O)N1[C@@H]2C3=C([C@H](CC1)C2)C=CC(=C3)C3=CC=C(C=C3)C(F)(F)F (4-(2-Hydroxyethyl)piperazin-1-yl)((1S,5R)-8-(4-(trifluoromethyl)phenyl)-1,3,4,5-tetrahydro-2H-1,5-methanobenzo[c]azepin-2-yl)methanone